(E)-3-(tert-Butyl)-N-(4-(2-(2-(4-(dimethylamino)but-2-enamido)phenyl)-3H-imidazo[4,5-b]pyridin-7-yl)-2-(methylsulfonyl)benzyl)-1,2,4-oxadiazole-5-carboxamide C(C)(C)(C)C1=NOC(=N1)C(=O)NCC1=C(C=C(C=C1)C1=C2C(=NC=C1)NC(=N2)C2=C(C=CC=C2)NC(\C=C\CN(C)C)=O)S(=O)(=O)C